2-(2-cyclohexyl-ethyl)-1,3-dimethoxypropane C1(CCCCC1)CCC(COC)COC